[N+](=O)([O-])C[C@@]1([C@H]2[C@@H]3C[C@@H](CC[C@H]13)C2)CC(=O)OC(C)(C)C 1-tert-butyl 2-((1R,2S,3S,6R,8R)-2-(nitromethyl)tricyclo[4.2.1.03,8]nonan-2-yl)acetate